(S)-8-(6-amino-5-((3,3-difluoro-2-methyl-2,3-dihydro-[1,2,4]triazolo[4,3-a]pyridin-5-yl)thio)pyrazin-2-yl)-2-oxa-8-azaspiro[4.5]decan-4-amine NC1=C(N=CC(=N1)N1CCC2([C@@H](COC2)N)CC1)SC1=CC=CC=2N1C(N(N2)C)(F)F